Methyl 2-(4-(2-((4-methoxybenzyl)oxy)thiazol-4-yl)cyclohex-3-en-1-yl)acetate COC1=CC=C(COC=2SC=C(N2)C2=CCC(CC2)CC(=O)OC)C=C1